2-(3-fluoropyridin-2-yl)-2-hydroxy-1-(2-((5-methoxypyridin-2-yl)sulfonyl)-2,6-dihydropyrrolo[3,4-c]pyrazol-5(4H)-yl)ethan-1-one FC=1C(=NC=CC1)C(C(=O)N1CC2=NN(C=C2C1)S(=O)(=O)C1=NC=C(C=C1)OC)O